C1(CC1)C#C[C@@]1(NC(NC2=CC(=C(C=C12)F)CN1C(=NC=C1)C(=O)OCC)=O)C(F)(F)F ethyl (S)-1-((4-(cyclopropylethynyl)-6-fluoro-2-oxo-4-(trifluoromethyl)-1,2,3,4-tetrahydroquinazolin-7-yl)methyl)-1H-imidazole-2-carboxylate